CN(C1C(=O)NCCCC1)C α-dimethylamino-ε-caprolactam